dibenzo[f,h]quinolineOne N1C(C=CC2=C3C(=C4C(=C12)C=CC=C4)C=CC=C3)=O